2,5-dimethyl-2,5-dihydroxy-hexyne CC(C)(C#CC(C)(O)C)O